ClC1=NN2C(N=CC3=C2C(C[C@H]3C(=O)NC=3C=NC(=C(C3)Cl)N3N=CC(=N3)C(C)(C)O)(C)C)=C1 (R)-2-chloro-N-(5-chloro-6-(4-(2-hydroxypropan-2-yl)-2H-1,2,3-triazol-2-yl)pyridin-3-yl)-8,8-dimethyl-7,8-dihydro-6H-cyclopenta[e]pyrazolo[1,5-a]pyrimidine-6-carboxamide